The molecule is the parent compound of the class of pyrazinecarboxylic acids, that is pyrazine bearing a single carboxy substituent. The active metabolite of the antitubercular drug pyrazinamide. It has a role as a drug metabolite and an antitubercular agent. It is a conjugate acid of a pyrazine-2-carboxylate. C1=CN=C(C=N1)C(=O)O